(8-{[2-(4-chlorophenyl)imidazo[1,2-a]pyridin-3-yl]methyl}-3,8-diazabicyclo[3.2.1]oct-3-yl)(6-methoxy-3-methylpyridin-2-yl)methanone ClC1=CC=C(C=C1)C=1N=C2N(C=CC=C2)C1CN1C2CN(CC1CC2)C(=O)C2=NC(=CC=C2C)OC